N-(1-benzyl-3,3,3-trifluoro-1-methyl-propyl)-8-methyl-quinoline-3-carboxamide C(C1=CC=CC=C1)C(CC(F)(F)F)(C)NC(=O)C=1C=NC2=C(C=CC=C2C1)C